FC(C(=O)O)(F)F.F[C@H]1C[C@@H](CN(C1)C=1C=NC=CC1)N (3S,5S)-5-fluoro-1-(pyridin-3-yl)piperidin-3-amine trifluoroacetate salt